4-(1-methylethyl)-benzaldehyde CC(C)C1=CC=C(C=O)C=C1